OC=1C=NC(=NC1)N1C[C@H](N([C@H](C1)C)C(=O)OC1CC2(CN(C2)CC2=CC=CC=C2)C1)C 2-benzyl-2-azaspiro[3.3]heptan-6-yl (2R,6S)-4-(5-hydroxypyrimidin-2-yl)-2,6-dimethyl-piperazine-1-carboxylate